(chloromethyl)(octyl)sulfane ClCSCCCCCCCC